O.O1C(=C(O)C(=O)C=2C(O)=CC(O)=CC12)C1=CC=C(O)C=C1 Kaempferol Hydrate